CC(C)NC(C1=C(C=CC=C1)NCC1=NC=C(C=C1)C1=NOC(=N1)C(F)(F)F)=O N-(1-methylethyl)-2-[({5-[5-(trifluoromethyl)-1,2,4-oxadiazol-3-yl]pyridin-2-yl}methyl)amino]benzamide